ClC1=CC=C(C=C1)C(=C)C(F)(F)Cl 1-chloro-4-(3-chloro-3,3-difluoroprop-1-en-2-yl)benzene